3-[[[1-cis-[4-[(3-methoxy-4-methyl-phenyl)carbamoyl]cyclohexyl]-2-oxo-3H-benzoimidazole-4-carbonyl]amino]methyl]morpholine-4-carboxylic acid tert-butyl ester C(C)(C)(C)OC(=O)N1C(COCC1)CNC(=O)C1=CC=CC=2NC(N(C21)C2CCC(CC2)C(NC2=CC(=C(C=C2)C)OC)=O)=O